ClC1=C(C=CC(=C1NC=1C(=C2C(N(C=NC2=CC1)C)=O)F)F)NS(=O)(=O)N1CC(CC1)(F)F N-(2-chloro-4-fluoro-3-((5-fluoro-3-methyl-4-oxo-3,4-dihydroquinazolin-6-yl)amino)phenyl)-3,3-difluoropyrrolidine-1-sulfonamide